4,4,4-trifluoro-1-(4-fluorophenyl)-but-2-en-1-one FC(C=CC(=O)C1=CC=C(C=C1)F)(F)F